C(C)(C)(C)OC(=O)N1C[C@H](CC1)N1C=C(C2=C1N=CN=C2N)C#CC2=CC1=C(NC(=N1)C)C=C2 (S)-3-(4-amino-5-((2-methyl-1H-benzo[d]imidazol-5-yl)ethynyl)-7H-pyrrolo[2,3-d]pyrimidin-7-yl)pyrrolidine-1-carboxylic acid tert-butyl ester